N-(2,3-dihydro-1H-benzo[d]pyrrolo[1,2-a]imidazol-5-yl)-4-(2-hydroxyethanesulfonylamino)-2-(6-azaspiro[2.5]octane-6-yl)benzamide C1CCC=2N1C1=C(N2)C(=CC=C1)NC(C1=C(C=C(C=C1)NS(=O)(=O)CCO)N1CCC2(CC2)CC1)=O